1-(5-(4-amino-7-cyclopropyl-7H-pyrrolo[2,3-d]pyrimidin-5-yl)-2-(trifluoromethyl)-imidazo[1,2-a]pyridin-8-yl)-3-(5-(1-(trifluoromethyl)cyclopropyl)isoxazol-3-yl)urea NC=1C2=C(N=CN1)N(C=C2C2=CC=C(C=1N2C=C(N1)C(F)(F)F)NC(=O)NC1=NOC(=C1)C1(CC1)C(F)(F)F)C1CC1